O1CCN(C=C1)C(=O)[O-] 2H-1,4-oxazine-4(3H)-carboxylate